((piperazine-1,4-diylbis-(ethane-2,1-diyl))bis((7-((2-octyl-decanoyl)-oxy)heptyl)-azanediyl))-bis(pentane-5,1-diyl)didodecanoate N1(CCN(CC1)CCN(CCCCCCCOC(C(CCCCCCCC)CCCCCCCC)=O)CCCCCCCCCCCCCCCCC(=O)[O-])CCN(CCCCCCCOC(C(CCCCCCCC)CCCCCCCC)=O)CCCCCCCCCCCCCCCCC(=O)[O-]